NC=1C=C2C(=NC(=NC2=C2C1CCC2)C)N[C@H](C)C=2C=C(C=C(C2)C(F)(F)F)NC(C)=O (R)-N-(3-(1-((6-amino-2-methyl-8,9-dihydro-7H-cyclopenta[h]quinazolin-4-yl)amino)ethyl)-5-(trifluoromethyl)phenyl)acetamide